C(CCCCC)OC1=CC=2C3=CC(=C(C=C3C3=CC(=C(C=C3C2C=C1OCCCCCC)OCCCCCC)OCCCCCC)OCCCCCC)OCCCCCC 2,3,6,7,10,11-hexakis-hexyloxy-triphenylene